ClC1=NN2C(N(C(C3=C2N=C(C=C3)C(F)(F)F)=O)CC(=O)NC3=NC=C(C=C3)F)=C1 2-(2-chloro-5-oxo-8-(trifluoromethyl)pyrazolo[1,5-a]pyrido[3,2-e]pyrimidin-4(5H)-yl)-N-(5-fluoropyridin-2-yl)acetamide